Tert-butyl 3,3-dimethyl-2-oxo-pyrrolidine-1-carboxylate CC1(C(N(CC1)C(=O)OC(C)(C)C)=O)C